C(C)(C)C1=C(NC2=CC=C(C=C12)OC1CCNCC1)C=1C(=C(C(N(C1)C)=O)C)C 5-(3-Isopropyl-5-(piperidin-4-yloxy)-1H-indol-2-yl)-1,3,4-trimethylpyridin-2(1H)-on